2-(2-((1r,4S)-4-(tert-butoxy)cyclohexyl)-3-methylphenyl)-2-((3-(3-chloro-5-fluorophenyl)-4-((S)-1-methylpyrrolidin-2-yl)butyl)(methyl)amino)acetic acid C(C)(C)(C)OC1CCC(CC1)C1=C(C=CC=C1C)C(C(=O)O)N(C)CCC(C[C@H]1N(CCC1)C)C1=CC(=CC(=C1)F)Cl